4-chloro-3-(3-hydroxypropoxy)-5-nitrobenzoic acid ethyl ester C(C)OC(C1=CC(=C(C(=C1)[N+](=O)[O-])Cl)OCCCO)=O